4-{6-chloro-7-cyclopropoxy-pyrido[3,2-d]pyrimidin-4-yl}-1-methyl-3-phenyl-1H-pyrazole ClC=1C(=CC=2N=CN=C(C2N1)C=1C(=NN(C1)C)C1=CC=CC=C1)OC1CC1